tris(2-methylprop-2-yl)phosphane CC(C)(C)P(C(C)(C)C)C(C)(C)C